N-methyl-4-morpholino-N-(2-(pyridin-2-yl)ethyl)-6-(3-(m-tolyl)-1H-pyrazol-1-yl)pyrimidin-2-amine CN(C1=NC(=CC(=N1)N1CCOCC1)N1N=C(C=C1)C=1C=C(C=CC1)C)CCC1=NC=CC=C1